N-(azetidin-3-yl)-4-(5-(3-((5-cyano-4-(4-fluorophenyl)thiazol-2-yl)(methyl)amino)-2-ethylimidazo[1,2-a]pyridin-6-yl)pyridin-2-yl)piperazine-1-carboxamide N1CC(C1)NC(=O)N1CCN(CC1)C1=NC=C(C=C1)C=1C=CC=2N(C1)C(=C(N2)CC)N(C)C=2SC(=C(N2)C2=CC=C(C=C2)F)C#N